1-tert-butyl-1,2,3-triazole C(C)(C)(C)N1N=NC=C1